chlorine dioxine O1C=COC=C1.[Cl]